CN1C=C(C=2C1=C(N=CC2)C(=C)C)C(=O)N methyl-7-(prop-1-en-2-yl)-1H-pyrrolo[2,3-c]pyridine-3-carboxamide